((3S,4S,6R)-4-(3,4-difluorophenyl)-6-(3-(dimethylamino)propyl)piperidin-3-yl)-5,6-dihydropyrazolo[1,5-d]thieno[3,2-f][1,4]oxazepine-2-carboxamide FC=1C=C(C=CC1F)[C@@H]1[C@H](CN[C@@H](C1)CCCN(C)C)C1=C(SC2=C1C=1N(CCO2)N=CC1)C(=O)N